1-(2-oxo-2-(5-phenylisoindolin-2-yl)ethyl)-1H-1,2,4-triazole-3-carbonitrile O=C(CN1N=C(N=C1)C#N)N1CC2=CC=C(C=C2C1)C1=CC=CC=C1